C(C1=CC=CC=C1)(C1=CC=CC=C1)(C1=CC=CC=C1)C1(N=CC(=C2C1COC2)N)N 4-trityl-1,3-dihydrofuro[3,4-c]pyridine-4,7-diamine